C(C)(C)(C)OC(=O)N1CC2(C1)N(CC(N(C2)CCO)=O)C 8-(2-hydroxyethyl)-5-methyl-7-oxo-2,5,8-triazaspiro[3.5]nonane-2-carboxylic acid tert-butyl ester